C(C)OC(=O)C1=CC(=NN1)CCC1=CC=C(C=C1)F 3-(4-Fluorophenethyl)-1H-pyrazole-5-carboxylic acid ethyl ester